NC=1SC2=C(C1C#N)C1(CN(C1)C(C(F)(F)F)=O)C1C(C2)C1 2-amino-1'-(2,2,2-trifluoroacetyl)spiro[4a,5,5a,6-tetrahydrocyclopropa[f]benzothiophene-4,3'-azetidine]-3-carbonitrile